oxy-bis(benzene-sulfonyl-semicarbazide) O(N(NC(=O)N)S(=O)(=O)C1=CC=CC=C1)N(NC(=O)N)S(=O)(=O)C1=CC=CC=C1